FC1=C(OC=2C(=NC(=NC2)NS(=O)(=O)C)C2=CN(C(C(=C2)C)=O)C)C=CC(=C1)F N-(5-(2,4-difluorophenoxy)-4-(1,5-dimethyl-6-oxo-1,6-dihydropyridin-3-yl)pyrimidin-2-yl)methanesulfonamide